NC=1C2=C(N=CN1)N(C=C2C(=O)NC2=CC=C(C=C2)NC2=NC=CC=C2)C(C)(C)C 4-amino-7-(tert-butyl)-N-(4-(pyridin-2-ylamino)phenyl)-7H-pyrrolo[2,3-d]pyrimidine-5-carboxamide